2-{4-[2-(5-methyl-3-trifluoromethyl-pyrazol-1-yl)-acetyl]-piperazin-1-yl}-5,6-dihydro-4H-benzothiazol-7-one-O-(2-chloro-6-chloro-benzyl) oxime ClC1=C(CON=C2CCCC=3N=C(SC32)N3CCN(CC3)C(CN3N=C(C=C3C)C(F)(F)F)=O)C(=CC=C1)Cl